P(=O)(OCN1N=CC(=C1)C=1SC=C(N1)C(NC=1C(=NN(C1)C1CC(C1)OCC)C1=NC=CC=C1)=O)([O-])[O-].[K+].[K+] potassium (4-(4-((1-((1s,3s)-3-ethoxycyclobutyl)-3-(pyridin-2-yl)-1H-pyrazol-4-yl)carbamoyl)thiazol-2-yl)-1H-pyrazol-1-yl)methyl phosphate